1-oxo-2H,3H-pyrrolo[3,4-c]pyridine-6-carbaldehyde O=C1NCC=2C=NC(=CC21)C=O